N-((5-(8-oxa-3-azabicyclo[3.2.1]octan-3-yl)-2-methoxyphenyl)sulfonyl)-5-(pyridin-2-yl)quinoline-2-carboxamide C12CN(CC(CC1)O2)C=2C=CC(=C(C2)S(=O)(=O)NC(=O)C2=NC1=CC=CC(=C1C=C2)C2=NC=CC=C2)OC